C(CCC)C1CS(C2=C(N(C1)C1=CC=C(C=C1)F)C=C(C(=C2)O/C=C/C(=O)O)SC)(=O)=O racemic-(E)-3-((3-butyl-5-(4-fluorophenyl)-7-(methylthio)-1,1-dioxido-2,3,4,5-tetrahydro-1,5-benzothiazepin-8-yl)oxy)acrylic acid